(R)-N-((S)-4,4-dimethylpentan-2-yl)-2-methylpropan-2-sulfinamide CC(C[C@H](C)N[S@](=O)C(C)(C)C)(C)C